NC=1N=CN(C(C1C(=O)NC=1C=NC=C(C1)CNCC)=O)C1=C(C=C(C=C1Cl)CC(F)(F)F)Cl 4-amino-1-(2,6-dichloro-4-(2,2,2-trifluoroethyl)phenyl)-N-(5-((ethylamino)methyl)pyridin-3-yl)-6-oxo-1,6-dihydropyrimidine-5-carboxamide